(S)-6-(1-amino-1,3-dihydro-spiro[inden-2,4'-piperidin]-1'-yl)-3-(1-(2-methoxypyridin-4-yl)vinyl)-1,5-dihydro-4H-pyrazolo[3,4-d]pyrimidin-4-one N[C@@H]1C2=CC=CC=C2CC12CCN(CC2)C=2NC(C1=C(N2)NN=C1C(=C)C1=CC(=NC=C1)OC)=O